tert-Butyl (S)-3-((4-((3-chloro-4-(difluoromethoxy)-2-fluorophenyl)amino)-5-fluoroquinazolin-6-yl)oxy)pyrrolidine-1-carboxylate ClC=1C(=C(C=CC1OC(F)F)NC1=NC=NC2=CC=C(C(=C12)F)O[C@@H]1CN(CC1)C(=O)OC(C)(C)C)F